ClC1=NC=C(N=C1)C1OCCOC1 2-Chloro-5-(1,4-dioxan-2-yl)pyrazine